[N+](=O)([O-])C1=NC=CC=C1NC1=CC=C(C=C1)CO (4-((2-Nitropyridin-3-yl)amino)phenyl)methanol